(R)-2-(Azetidin-2-ylmethyl)-5-[1-(2-fluoro-6-methyl-phenyl)-piperidin-4-yl]-7-(2-trifluoromethyl-benzyl)-2,4,5,7-tetrahydro-pyrazolo[3,4-d]pyrimidin-6-one N1[C@H](CC1)CN1N=C2N(C(N(CC2=C1)C1CCN(CC1)C1=C(C=CC=C1C)F)=O)CC1=C(C=CC=C1)C(F)(F)F